4-(2-(2-chlorophenyl)-5,7-dihydroxy-4-oxo-4H-chromen-8-yl)-1-methylpiperidin-3-yl (S)-2-((tertbutyldimethylsilyl) oxy)propanoate C(C)(C)(C)[Si](O[C@H](C(=O)OC1CN(CCC1C=1C(=CC(=C2C(C=C(OC12)C1=C(C=CC=C1)Cl)=O)O)O)C)C)(C)C